N-{2-Methoxy-6-[1-(propan-2-yl)piperidin-4-yl]phenyl}-4-(4-methylphenyl)piperidine-1-carboxamide COC1=C(C(=CC=C1)C1CCN(CC1)C(C)C)NC(=O)N1CCC(CC1)C1=CC=C(C=C1)C